C[C@@H]1CN(C[C@@H](N1)C)C=1N=NC(=CN1)C1=C(C=C(C=C1)C=1C=CC=2N(N1)N=C(N2)C)O 2-{3-[(3R,5S)-3,5-dimethylpiperazin-1-yl]-1,2,4-triazin-6-yl}-5-(2-methyl[1,2,4]triazolo[1,5-b]pyridazin-6-yl)phenol